NCC=1C(NC(=CC1C)C)=O 3-aminomethyl-4,6-dimethylpyridin-2(1H)-one